4-((2-((2R,4S)-1-tosyl-4-(trifluoromethyl)piperidin-2-yl)benzyl)amino)-1H-imidazole-5-carboxamide S(=O)(=O)(C1=CC=C(C)C=C1)N1[C@H](C[C@H](CC1)C(F)(F)F)C1=C(CNC=2N=CNC2C(=O)N)C=CC=C1